NC1=NC=C(C2=C1COC2)NC(C(=O)N(C(C)C2=NC=CC=C2F)CC=2C=CC1=C(N=CS1)C2)=S 2-((4-amino-1,3-dihydrofuro[3,4-c]pyridin-7-yl)amino)-N-(benzo[d]thiazol-5-yl-methyl)-N-(1-(3-fluoropyridin-2-yl)ethyl)-2-thioxoacetamide